ethyl 8-(5-chloro-3-fluoro-pyridin-2-yl)-5-(4-chloro-benzyl)-6,9-dioxo-5,8-diazaspiro[3.5]nonane-2-carboxylate ClC=1C=C(C(=NC1)N1CC(N(C2(CC(C2)C(=O)OCC)C1=O)CC1=CC=C(C=C1)Cl)=O)F